(S)-α-naphthylethylamine C1(=CC=CC2=CC=CC=C12)[C@H](C)N